C(#N)C1=CNC2=C(C=CC(=C12)C)NS(=O)(=O)C=1C=NN(C1)C1(COC1)CC#N N-(3-cyano-4-methyl-1H-indol-7-yl)-1-[3-(cyanomethyl)oxetan-3-yl]pyrazole-4-sulfonamide